(1r,4r)-4-(3-chloroanilino)-6'-[3-(dimethylamino)propoxy]-2'-(3-phenoxyphenyl)-2',3'-dihydrospiro[cyclohexane-1,1'-indene]-4-carboxylic acid ClC=1C=C(NC2(CCC3(C(CC4=CC=C(C=C34)OCCCN(C)C)C3=CC(=CC=C3)OC3=CC=CC=C3)CC2)C(=O)O)C=CC1